FC(C1=CC=C(C=N1)N1CC(C1)CC=O)(F)F 2-[1-(6-trifluoromethyl-pyridin-3-yl)-azetidin-3-yl]-ethanone